COC1=CC=C(CN2C(=NC3=C2C=C(C=C3C(C)S(=O)(=O)N)C=3C2=C(C(N(C3)C)=O)NC=C2)C)C=C1 1-(4-methoxybenzyl-2-methyl-6-(6-methyl-7-oxo-6,7-dihydro-1H-pyrrolo[2,3-c]pyridin-4-yl)-1H-benzo[d]imidazol-4-yl)ethylsulfonamide